Dimethyl-Methan CCC